N,N'-((1,2-phenylenebis(dimethylsilanediyl))bis(propane-3,1-diyl))bis(1,1,1-trifluoro-N-((trifluoromethyl)sulfonyl)methanesulfonamide) C1(=C(C=CC=C1)[Si](C)(C)CCCN(S(=O)(=O)C(F)(F)F)S(=O)(=O)C(F)(F)F)[Si](C)(C)CCCN(S(=O)(=O)C(F)(F)F)S(=O)(=O)C(F)(F)F